2-Chloro-3-hydroxypyridin ClC1=NC=CC=C1O